CN1C(=C(C=2CCC3=C(C12)C=CC=C3)C3=C(C=CC(=C3)Cl)OC)C(=O)O.C(C)OC(=O)C=3C=C(C=CC3)N(CC(=O)O)C(C(F)(F)F)=O N-(3-(ethoxycarbonyl)phenyl)-N-(2,2,2-trifluoroacetyl)glycine Methyl-3-(5-chloro-2-methoxyphenyl)-4,5-dihydro-1H-benzo[g]indole-2-carboxylate